(4R)-ethyl 5-(3-amino-4-hydroxyphenyl)-4-((tert-butoxycarbonyl) amino)-2-methylpentanoate NC=1C=C(C=CC1O)C[C@@H](CC(C(=O)OCC)C)NC(=O)OC(C)(C)C